(R)-N-(1-(3-(difluoromethyl)-2-fluorophenyl)ethyl)-2'-methyl-7'H,9'H-spiro[cyclopropane-1,8'-[1,4]dioxepino[2,3-g]quinazolin]-4'-amine FC(C=1C(=C(C=CC1)[C@@H](C)NC1=NC(=NC2=CC3=C(C=C12)OCC1(CO3)CC1)C)F)F